CC1(C(OCC1)=O)S(=O)(=O)C 3-methyl-3-(methylsulfonyl)-dihydrofuran-2(3H)-one